(+/-)-2-((Cis-3-methylpiperidin-4-yl)oxy)pyrimidine C[C@@H]1CNCC[C@@H]1OC1=NC=CC=N1 |r|